(Z)-3-(1-((1-(Difluoromethyl)-1H-pyrazol-4-yl)amino)ethylidene)-5-(2-fluoro-6-methoxyphenyl)-1H-pyrrolo[2,3-c]pyridin-2(3H)-one FC(N1N=CC(=C1)N\C(\C)=C\1/C(NC2=CN=C(C=C21)C2=C(C=CC=C2OC)F)=O)F